CC1([C@H]([C@H]2CC[C@@H]1C2)CNS(=O)(=O)C2=CC=C(C=C2)[N+](=O)[O-])C N-(((1S,2S,4R)-3,3-dimethylbicyclo[2.2.1]hept-2-yl)methyl)-4-nitrobenzenesulfonamide